2,2'-Methylen-di-p-cresol C(C1=CC(=CC=C1O)C)C1=CC(=CC=C1O)C